5-(3-(trifluoromethyl)benzyl)pyrimidine-2,4(1h,3h)-dione FC(C=1C=C(CC=2C(NC(NC2)=O)=O)C=CC1)(F)F